O1CCC(=CC1)B1OC(C(O1)(C)C)(C)C 2-(3,6-dihydro-2H-pyran-4-yl)-4,4,5,5-tetramethyl-1,3,2-dioxaborolan